OCC1=NC=CC(=C1)NC(OC(C)(C)C)=O tert-butyl (2-(hydroxymethyl)pyridin-4-yl)carbamate